CNC(=O)C1(COC1)NC(OCC1=CC=CC=C1)=O benzyl (3-(methylcarbamoyl)oxetan-3-yl)carbamate